C(C)OC(=O)C1C(C1)C=1C(=NC(=C(C1)F)NS(=O)(=O)C1=CNC2=CC(=CC=C12)Cl)F 2-(6-{[(6-chloro-1H-indol-3-yl)sulfonyl]amino}-2,5-difluoropyridin-3-yl)cyclopropanecarboxylic acid ethyl ester